N[C@H](C(=O)O)CCBr (S)-2-amino-4-bromobutyric acid